FC=1C=CC2=C(NC(N2)=O)C1 6-fluoro-1,3-dihydro-2H-benzo[d]imidazol-2-one